ClC1=C(C=C2C=C(N=CC2=C1)NC(=O)C12COC(C1)(C2)C)N2CCN(CC2)[C@@]2(COC[C@@H]2O)C N-(7-chloro-6-(4-((3R,4R)-4-hydroxy-3-methyltetrahydrofuran-3-yl)piperazin-1-yl)isoquinolin-3-yl)-1-methyl-2-oxabicyclo[2.1.1]hexane-4-carboxamide